methylphosphonic acid sodium salt [Na+].CP([O-])([O-])=O.[Na+]